OC1=CC=2C3(C4=CC=CC=C4C2C=C1)C1=CC(=CC=C1C=1C=CC=CC13)C(=O)O 2-hydroxy-7'-carboxy-9,9'-spirobifluorene